CC=1C=C(C=CC1OC1=CC2=C(N(C=N2)C)C=C1)NC=1C2=C(N=CN1)C=NC(=C2)OC2CC1CCC(C2)N1C(C=C)=O 1-(3-((4-((3-Methyl-4-((1-methyl-1H-benzo[d]imidazol-5-yl)oxy)-phenyl)amino)pyrido[3,4-d]pyrimidin-6-yl)oxy)-8-azabicyclo[3.2.1]octan-8-yl)prop-2-en-1-one